FC(OC1=CC=C(C=C1)NC1=NC=CC(=N1)C(=O)NC=1C=NC=CC1C1=CC=CC=C1)F 2-((4-(difluoromethoxy)phenyl)amino)-N-(4-phenylpyridin-3-yl)pyrimidine-4-carboxamide